[Hf+4].C(C)[NH2+]C (ethylmethylammonium) hafnium (IV)